[Co].BrC=1C(=C(C(=NC1C=1OC=C(N1)C(C)C)C=1OC=C(N1)C(C)C)Br)OC dibromo[2,6-bis[4-(R)-isopropyl-2-oxazolyl]-4-methoxypyridine] cobalt